C1CCC12N(CCC2)CCNC(=O)C=2C=C(C(=NC2)C)NC(=O)C=2C=NN1C2SC(=C1)C=1C=NN(C1OC)C N-(5-((2-(5-azaspiro[3.4]octan-5-yl)ethyl)carbamoyl)-2-methylpyridin-3-yl)-2-(5-methoxy-1-methyl-1H-pyrazol-4-yl)pyrazolo[5,1-b]thiazole-7-carboxamide